5-bromo-2-(4-{[(3R)-1-ethylpiperidin-3-yl]amino}imidazo[1,5-d][1,2,4]triazin-1-yl)phenol formate salt C(=O)O.BrC=1C=CC(=C(C1)O)C=1C=2N(C(=NN1)N[C@H]1CN(CCC1)CC)C=NC2